FC(OC1=C(C=CC=C1)N=NC1=CC=C(C=C1)O)(F)F 4-(trifluoromethoxyphenyldiazenyl)phenol